tert-Butyl (S)-(7-bromo-6-(2-((tert-butoxycarbonyl)amino)propyl)-2-cyanothieno[3,2-d]pyrimidin-4-yl)(thiophen-2-ylmethyl)carbamate BrC1=C(SC2=C1N=C(N=C2N(C(OC(C)(C)C)=O)CC=2SC=CC2)C#N)C[C@H](C)NC(=O)OC(C)(C)C